C1(CC1)C=1C=C(C(=C(C1)N1CCN(CC1)CC=1SC2=C(N1)C=CC=C2)C=2N=NNN2)CC 2-[[4-[5-cyclopropyl-3-ethyl-2-(2H-tetrazol-5-yl)phenyl]piperazin-1-yl]methyl]-1,3-benzothiazole